3-(4-(3-((benzyloxy)carbonyl)adamantan-1-yl)phenoxy)acrylic acid C(C1=CC=CC=C1)OC(=O)C12CC3(CC(CC(C1)C3)C2)C2=CC=C(OC=CC(=O)O)C=C2